4-((2S,5S)-1-acetyl-4-acryloyl-5-(fluoromethyl)piperazin-2-yl)-6-chloro-6'-fluoro-N-methyl-[2,4'-bipyridine]-2'-carboxamide C(C)(=O)N1[C@H](CN([C@@H](C1)CF)C(C=C)=O)C1=CC(=NC(=C1)Cl)C1=CC(=NC(=C1)F)C(=O)NC